tert-butyl (2S)-2-{2-[(diphenylmethylidene)amino]phenyl}pyrrolidine-1-carboxylate C1(=CC=CC=C1)C(C1=CC=CC=C1)=NC1=C(C=CC=C1)[C@H]1N(CCC1)C(=O)OC(C)(C)C